1-(4-(5-((1R,5S,6r)-6-((3,5-Difluorophenoxy)methyl)-3-azabicyclo[3.1.0]hexane-3-carbonyl)-1-methyl-1H-imidazo[4,5-b]pyrazin-2-yl)piperidin-1-yl)ethan-1-one FC=1C=C(OCC2[C@H]3CN(C[C@@H]23)C(=O)C=2N=C3C(=NC2)N(C(=N3)C3CCN(CC3)C(C)=O)C)C=C(C1)F